diphenylbutyl carbamate C(N)(OCCCC(C1=CC=CC=C1)C1=CC=CC=C1)=O